fructose pentapropionate C(CC)(=O)OCC(=O)[C@@H](OC(CC)=O)[C@H](OC(CC)=O)[C@H](OC(CC)=O)COC(CC)=O